C(OC1=CC=C(C=C1)[N+](=O)[O-])(OCCCCC)=O 4-nitrophenyl pentyl carbonate